CC1=CC=C(C=C1)S(=O)(=O)NC2CC2 N-cyclopropyl-4-methylbenzenesulfonamide